NC1=C(C(=NC(=N1)N1C[C@H]([C@@H](C1)C1=CC=CC=C1)CN)C(=O)N)C1=C(C(=CC=C1)Cl)Cl 6-amino-2-[(3R,4R)-3-(aminomethyl)-4-phenylpyrrolidin-1-yl]-5-(2,3-dichlorophenyl)pyrimidine-4-carboxamide